(2S)-4-{[1-(2,6-dioxopiperidin-3-yl)-3-methyl-2-oxo-2,3-dihydro-1H-benzimidazol-5-yl]methyl}-2-methylpiperazine-1-carboxylic acid O=C1NC(CCC1N1C(N(C2=C1C=CC(=C2)CN2C[C@@H](N(CC2)C(=O)O)C)C)=O)=O